NC1=C(C(=NN1C1(CC1)C)C1=CC=C(C=C1)C(C(=O)O)C)C#N 2-[4-[5-Amino-4-cyano-1-(1-methylcyclopropyl)pyrazol-3-yl]phenyl]propionic acid